C(C)(C)(C)OC(=O)N(CCC(=O)O)C 3-[tert-butoxycarbonyl-(methyl)-amino]propanoic acid